3,5-di-tert-butyl-4-hydroxyphenyl-propionic acid octadecyl ester C(CCCCCCCCCCCCCCCCC)OC(C(C)C1=CC(=C(C(=C1)C(C)(C)C)O)C(C)(C)C)=O